P(=O)(OC=1C=C2C(=CNC2=CC1)CCN(CCC)CC)([O-])[O-] 3-(2-(ethyl (propyl) amino) ethyl)-1H-indol-5-yl phosphate